CC(=O)N[C@@H](CCC[C@@H](C(=O)[O-])N)C(=O)[O-] The molecule is a dicarboxylic acid dianion resulting from removal of a proton from both carboxy groups of N-acetyl-LL-2,6-diaminopimelic acid. It derives from a pimelate(2-). It is a conjugate base of a N-acetyl-LL-2,6-diaminopimelic acid.